ClC1=NC2=C(C=CC(=C2C(=N1)Cl)F)OC 2,4-dichloro-5-fluoro-8-methoxyquinazoline